OCC=1C=C(C=NC1)C(CC(=O)O)N1N=CC2=CC(=CC=C12)OCCC1=NC=2NCCCC2C=C1 3-(5-(hydroxymethyl)pyridin-3-yl)-3-(5-(2-(5,6,7,8-tetrahydro-1,8-naphthyridin-2-yl)ethoxy)-1H-indazol-1-yl)propionic acid